N1=CC(=CC=C1)[C@H]1N(CCC1)C/C=C/C(=O)NC1CCC(CC1)C(=O)OC (1S,4r)-Methyl 4-((E)-4-((S)-2-(pyridin-3-yl)pyrrolidin-1-yl)but-2-enamido)cyclohexane-carboxylate